N1=CC(=C2N1CCCC2)CC2=CC=C(C=C2)C2=NOC(C2)(O)C(F)(F)F 3-[4-(4,5,6,7-tetrahydropyrazolo[1,5-a]pyridin-3-ylmethyl)phenyl]-5-(trifluoromethyl)-4,5-dihydro-1,2-oxazol-5-ol